ascorbic acid 6-palmitate C(CCCCCCCCCCCCCCC)(=O)OC[C@@H]([C@@H]1C(=C(C(=O)O1)O)O)O